2-((3'-(4-cyano-2-fluorobenzyloxy)-3-monofluorobiphenyl-4-yl)methyl)-1-(2-methoxyethyl)-1H-benzo[d]imidazole-6-carboxylic acid C(#N)C1=CC(=C(COC=2C=C(C=CC2)C2=CC(=C(C=C2)CC2=NC3=C(N2CCOC)C=C(C=C3)C(=O)O)F)C=C1)F